CC1=NNC(=C1S(=O)(=O)N1CCC(CC1)C=1C(=CC=2N(N1)N=CN2)C)C 6-(1-((3,5-dimethyl-1H-pyrazol-4-yl)sulfonyl)piperidin-4-yl)-7-methyl-[1,2,4]triazolo[1,5-b]pyridazine